3-(7-bromo-2-oxo-benzo[cd]indol-1-yl)piperidine-2,6-dione BrC1=CC=2C3=C(C(N(C3=C1)C1C(NC(CC1)=O)=O)=O)C=CC2